1-((7-(5-Chloro-1-((4-fluoropiperidin-4-yl)methyl)-1H-indol-7-yl)thieno[3,2-b]Piperidin-2-yl)methyl)-4,4-dimethylpiperidine-2,6-dione trifluoroacetate FC(C(=O)O)(F)F.ClC=1C=C2C=CN(C2=C(C1)C1C2=C(NCC1)C=C(S2)CN2C(CC(CC2=O)(C)C)=O)CC2(CCNCC2)F